C1(CCCCC1)N1N=CC=2C1=NC(=NC2NC(=O)C=2SC(=CC2)[N+](=O)[O-])C2=CC(=NC=C2)F N-(1-cyclohexyl-6-(2-fluoropyridin-4-yl)-1H-pyrazolo[3,4-d]pyrimidin-4-yl)-5-nitrothiophene-2-carboxamide